C1(=CC=CC=C1)C=1C=C2C=NN(C2=C(C1)C(=O)OC)CC1=CC(=CC=C1)C(F)(F)F methyl 5-phenyl-1-(3-(trifluoromethyl)benzyl)-1H-indazole-7-carboxylate